[4-[(3S,4R)-3-hydroxypiperidine-4-carbonyl]piperazin-1-yl]-[2-methyl-4-[[3-[1-methyl-3-(trifluoromethyl)pyrazol-4-yl]imidazo[1,2-a]pyrazin-8-yl]amino]phenyl]methanone O[C@@H]1CNCC[C@H]1C(=O)N1CCN(CC1)C(=O)C1=C(C=C(C=C1)NC=1C=2N(C=CN1)C(=CN2)C=2C(=NN(C2)C)C(F)(F)F)C